7-(3-(3,6-dihydro-[4,4'-bipyridine]-1(2H)-yl)propyl)-1,6-naphthyridin-5(6H)-one N1(CCC(=CC1)C1=CC=NC=C1)CCCC=1NC(C=2C=CC=NC2C1)=O